BrC1=NN=C(S1)CN(C(C(=O)OCC)=O)CC=O ethyl 2-(((5-bromo-1,3,4-thiadiazol-2-yl) methyl) (2-oxoethyl) amino)-2-oxoacetate